2,4,8-trifluoro-3-(3-methyl-piperazin-1-yl)-5-ethyl-5H-indolo[3,2-c]quinoline FC=1C=C2C=3C(=CN(C2=C(C1N1CC(NCC1)C)F)CC)C1=CC(=CC=C1N3)F